tert-Butyl 7-(5-(5-((R)-1-(3,5-dichloropyridin-4-yl)ethoxy)-1-(tetrahydro-2H-pyran-2-yl)-1H-indazol-3-yl)pyridin-2-yl)-4,7-diazaspiro[2.5]octane-4-carboxylate ClC=1C=NC=C(C1[C@@H](C)OC=1C=C2C(=NN(C2=CC1)C1OCCCC1)C=1C=CC(=NC1)N1CCN(C2(CC2)C1)C(=O)OC(C)(C)C)Cl